ClC=1C=C(C=CC1)OC1=C(C(=O)O)C=CC=C1 2-(3-chlorophenyloxy)benzoic acid